FC(C=1C=C(C=CC1)C1=CNC2=NC=C(C=C21)C2=CC=C(CN1CC(CCC1)O)C=C2)F 1-(4-(3-(3-(difluoromethyl)phenyl)-1H-pyrrolo[2,3-b]pyridin-5-yl)benzyl)piperidin-3-ol